S(=O)(=O)(O)O.N1=CC=CC=C1 pyridine hydrogensulfate